2-ethyl-3-{[(3-ethyloxetan-3-yl)methoxy]methyl}oxetane C(C)C1OCC1COCC1(COC1)CC